O1C(=CC=C1)CNCC=1C(NC2=CC(=CC=C2C1)OC)=O 3-(((furan-2-ylmethyl)amino)methyl)-7-methoxy-quinolin-2(1H)-one